4-bromo-7-(((tetrahydro-2H-pyran-2-yl)oxy)methyl)-1,3-dihydroisobenzofuran BrC1=C2COCC2=C(C=C1)COC1OCCCC1